6-chloro-2,4-diaminopyrimidine ClC1=CC(=NC(=N1)N)N